Tetraazacyclododecane-phosphonic acid N1(NNNCCCCCCCC1)P(O)(=O)O